[N+](=O)([O-])C1=C2C(NC(C2=CC=C1)=O)=O 4-nitro-isoindoline-1,3-dione